C(C)(C)OC1=CC=C(C=C1)C1CN(C1)C(=O)N1C[C@H](CC1)C1=CC=NN1 (+)-[3-(4-Isopropoxyphenyl)azetidin-1-yl]-[(3S)-3-(1H-pyrazol-5-yl)pyrrolidin-1-yl]methanone